ClC=1CN(C=C(N1)Cl)C1=CC(=NN1C)C 3,5-dichloro-1-(1,3-dimethyl-1H-pyrazol-5-yl)pyrazine